1-(3-(6-(4-(pyridin-2-yloxy)phenyl)quinazolin-8-yl)pyrrolidin-1-yl)prop-2-en-1-one N1=C(C=CC=C1)OC1=CC=C(C=C1)C=1C=C2C=NC=NC2=C(C1)C1CN(CC1)C(C=C)=O